N,N-bis(trifluoromethylsulfonyl)amine FC(S(=O)(=O)NS(=O)(=O)C(F)(F)F)(F)F